C(=O)(O)C1=CC(=C(C=C1O)C1=NC=NC(=N1)C1=CC(=CC(=C1)O)O)O 2-(4-Carboxy-2,5-dihydroxyphenyl)-4-(3,5-dihydroxyphenyl)-1,3,5-triazine